(2S,4R)-1-{2-[5-(difluoromethyl)-1H-1,2,3,4-tetrazol-1-yl]acetyl}-4-fluoro-N-[(S)-phenyl[5-(propan-2-yl)pyridin-2-yl]methyl]pyrrolidine-2-carboxamide FC(C1=NN=NN1CC(=O)N1[C@@H](C[C@H](C1)F)C(=O)N[C@H](C1=NC=C(C=C1)C(C)C)C1=CC=CC=C1)F